BrC1=C2C(=C3C(=CNC(C3=C1)=O)F)C(N(C2C2=C(C=CC(=C2)F)Cl)CC2=CC=C(C=C2)OC)=O 4-bromo-3-(2-chloro-5-fluorophenyl)-9-fluoro-2-(4-methoxybenzyl)-2,3-dihydro-1H-pyrrolo[3,4-f]isoquinoline-1,6(7H)-dione